(p-methylphenyl) telluride CC1=CC=C(C=C1)[Te]C1=CC=C(C=C1)C